C(C1=CC=CC=C1)N(CCNC(OC(C)(C)C)=O)CCC(=O)C=1SC=C(N1)Br tert-butyl (2-(benzyl(3-(4-bromothiazol-2-yl)-3-oxopropyl)amino)ethyl)carbamate